(1R,3R,5R)-N-((R)-(4-chloro-2,5-difluorophenyl)(cyclopropyl)methyl)-2-((4-(methylsulfonyl)-2-pyridinyl)carbonyl)-2-azabicyclo[3.1.0]hexane-3-carboxamide ClC1=CC(=C(C=C1F)[C@H](NC(=O)[C@@H]1N([C@@H]2C[C@@H]2C1)C(=O)C1=NC=CC(=C1)S(=O)(=O)C)C1CC1)F